2-(6-{3-azabicyclo[3.1.0]hex-3-yl}-2-methylpyridin-3-yl)acetonitrile C12CN(CC2C1)C1=CC=C(C(=N1)C)CC#N